ClC1=CC=C(C=C1)C(C(=O)O)CC1=NN(C(=C1)C)C1=CC=C(C=C1)Cl 2-(4-Chloro-phenyl)-3-[1-(4-chloro-phenyl)-5-methyl-1H-pyrazol-3-yl]-propionic acid